4-((2R,3S,4S,5R)-3-(2-methoxy-6-(trifluoromethyl)pyridin-3-yl)-4,5-dimethyl-5-(trifluoromethyl)tetrahydrofuran-2-carboxamido)picolinamide COC1=NC(=CC=C1[C@H]1[C@@H](O[C@]([C@H]1C)(C(F)(F)F)C)C(=O)NC1=CC(=NC=C1)C(=O)N)C(F)(F)F